ClC=1C(=C(C(=CC1Cl)OC(N(CC)CC)=O)[C@@H](C1CCN(CC1)C(=O)OC(C)(C)C)N[S@@](=O)C(C)(C)C)F tert-butyl 4-((R)-(3,4-dichloro-6-((diethylcarbamoyl)oxy)-2-fluorophenyl)((S)-1,1-dimethylethylsulfinamido)methyl)piperidine-1-carboxylate